BrC1=C(C(=O)O)C=CC(=C1)C 2-Bromo-4-methylbenzoic acid